N1C(NC(C2=C1NCC2)=O)=O 1,5,6,7-tetrahydro-2H-pyrrolo[2,3-d]pyrimidine-2,4(3H)-dione